COCCNC(=O)C1=CC2=C(NC(=N2)C2=CC=C(C=C2)N(C)C)C=C1 2-(4-dimethylamino-phenyl)-1H-benzimidazole-5-carboxylic acid (2-methoxy-ethyl)-amide